COC(=O)C=1SC=C(C1)C1=C(C(=C(C=C1)C1N(C(NC1)=O)C1=CC2=C(NC=N2)C=C1)F)F 4-{4-[3-(1H-benzimidazol-5-yl)-2-oxoimidazolidin-4-yl]-2,3-difluorophenyl}thiophene-2-carboxylic acid methyl ester